COC=1N=CC(=NC1)NC(OCC1=CC=C2C=C(C(=NC2=C1)C)C1C(NC(CC1)=O)=O)=O (3-(2,6-dioxopiperidin-3-yl)-2-methylquinolin-7-yl)methyl (5-methoxypyrazin-2-yl)carbamate